(Z)-2-(1,3-dithian-2-yl)phenyl 3-(2-chloro-pyridin-4-yl)acrylate ClC1=NC=CC(=C1)\C=C/C(=O)OC1=C(C=CC=C1)C1SCCCS1